Tetrahydrothieno[2,3-d]pyrimidine-6-carboxamide N1CNCC2=C1SC(=C2)C(=O)N